2-(2-(2-hydroxypropoxy)propoxy)propan-1-ol OC(COC(COC(CO)C)C)C